CC(=O)N[C@@H]1[C@H]([C@@H]([C@H](O[C@@H]1OP(=O)([O-])OCCCN)CO)O)O The molecule is the organophosphate oxoanion formed by proton loss from the phospho group of 3-aminopropyl N-acetyl-alpha-D-glucosamine-1-phosphate. It is a conjugate base of a 3-aminopropyl N-acetyl-alpha-D-glucosamine-1-phosphate.